2-(6-((1R)-hydroxy(quinuclidin-3-yl)methyl)-4-methylpyridazin-3-yl)-5-(trifluoromethyl)phenol O[C@@H](C1=CC(=C(N=N1)C1=C(C=C(C=C1)C(F)(F)F)O)C)C1CN2CCC1CC2